(S)-1-((R)-3,3-difluorocyclopentyl)-3-(isoquinolin-4-yl)-2-oxoimidazolidine-4-carbonitrile FC1(C[C@@H](CC1)N1C(N([C@@H](C1)C#N)C1=CN=CC2=CC=CC=C12)=O)F